ClC=1C=C(/C=C/C2=CC(=C(C=C2)O)CNC(C)C)C=CC1Cl (E)-4-(3,4-dichlorostyryl)-2-((isopropylamino)methyl)phenol